4-(3-ethylhexadecan-3-yl)oxazol-2(3H)-one C(C)C(CC)(CCCCCCCCCCCCC)C=1NC(OC1)=O